2-amino-3-(1,2-oxazol-3-yl)propionic acid ethyl ester hydrochloride Cl.C(C)OC(C(CC1=NOC=C1)N)=O